N-(5-(4-phenylpiperazin-1-yl)-1H-indol-3-yl)propanamide tert-butyl-(2S,5S)-5-hydroxy-2-(hydroxymethyl)piperidine-1-carboxylate C(C)(C)(C)OC(=O)N1[C@@H](CC[C@@H](C1)O)CO.C1(=CC=CC=C1)N1CCN(CC1)C=1C=C2C(=CNC2=CC1)NC(CC)=O